CN(C1=CC=C(C=C1)S(=O)(=O)NC[C@@H](CNS(=O)(=O)N1CCN(CC1)C1=C(C=C(C=C1)F)OC)C)C (S)-N-(3-((4-(dimethylamino)phenyl)sulfonylamino)-2-methylpropyl)-4-(4-fluoro-2-methoxyphenyl)piperazine-1-sulfonamide